N1N=NC2=C1C=C(C=C2)\C=C/2\C(NC(=N2)NC2=CC=CC=C2)=O (Z)-5-((1H-benzo[d][1,2,3]triazol-6-yl)methylene)-2-(phenylamino)-3,5-dihydro-4H-imidazol-4-one